acryloyloxyethylphenylthiophosphonic acid C(C=C)(=O)OCCC1=C(C=CC=C1)P(O)(O)=S